methyl-3-(2-phenylpropan-2-yl)-[1,1'-biphenyl] CC1=C(C=CC=C1C(C)(C)C1=CC=CC=C1)C1=CC=CC=C1